NCCC(=O)N1CC2(CCN(CC2)C2=C(C(=CC=C2)OC)C(F)(F)F)C=2C=CC(=NC2C1)C=1C(=NC=CC1)OCC 3-amino-1-[2-(2-ethoxypyridin-3-yl)-1'-[3-methoxy-2-(trifluoromethyl)phenyl]spiro[6,8-dihydro-1,7-naphthyridine-5,4'-piperidine]-7-yl]propan-1-one